nicotine hydrogen tartrate dihydrate O.O.C(=O)(O)C(O)C(O)C(=O)O.N1=CC=CC(=C1)C1N(C)CCC1